4,4-dimethylaminopyridinium p-toluenesulfonate CC1=CC=C(C=C1)S(=O)(=O)[O-].CNC1(CC=[NH+]C=C1)NC